C12N(CC(NC1)CC2)C=2C1=C(N=C(N2)OC[C@@]23CCCN3C[C@@](C2)([2H])F)C(=C(N=C1)C1=CC(=CC2=CC=C(C(=C12)C#C[2H])F)O)F 4-(4-(2,5-Diazabicyclo[2.2.2]octan-2-yl)-8-fluoro-2-(((2S,7aR)-2-fluorotetrahydro-1H-pyrrolizin-7a(5H)-yl-2-d)methoxy)pyrido[4,3-d]pyrimidin-7-yl)-5-(ethynyl-d)-6-fluoronaphthalen-2-ol